3-isopropyl-2,5-dihydro-1H-pyrrole C(C)(C)C=1CNCC1